COC=1C=C2C(=CC=NC2=CC1)N1CCC(CC1)C(CN)C 2-(1-(6-methoxyquinolin-4-yl)piperidin-4-yl)propan-1-amine